N1C=CC=2C1=NC=C(C2)OC2=C(C(=O)OC(C)(C)C)C=CC(=C2)N2CCN(CC2)CC2=C(CC(CC2)(C)C)C21CC(C2)(C1)C(C)C tert-Butyl 2-(1H-pyrrolo[2,3-b]pyridin-5-yloxy)-4-(4-((2-(3-isopropylbicyclo[1.1.1]pentan-1-yl)-4,4-dimethylcyclohex-1-enyl)methyl)piperazin-1-yl)benzoate